(4-(6-phenyl-[2,3'-bipyridin]-4-yl)phenyl)boronic acid C1(=CC=CC=C1)C1=CC(=CC(=N1)C=1C=NC=CC1)C1=CC=C(C=C1)B(O)O